FC1=CC=C(C(=O)OC=2C(C3=CC=CC=C3C(C2)=O)=O)C=C1 1,4-dioxo-1,4-dihydronaphthalen-2-yl 4-fluorobenzoate